2-(4-chloro-1-isopropyl-1H-pyrazol-5-yl)-4-(4-(1-ethyl-4-(trifluoromethyl)-1H-imidazol-2-yl)phenoxy)-5,6,7,8-tetrahydro-4H-pyrazolo[1,5-a]azepine ClC=1C=NN(C1C1=NN2C(C(CCCC2)OC2=CC=C(C=C2)C=2N(C=C(N2)C(F)(F)F)CC)=C1)C(C)C